BrC1=CC=C(C=2N=NN(C(C21)=O)CC2=C(C=CC=C2)C(F)(F)F)C 5-bromo-8-methyl-3-(2-(trifluoromethyl)benzyl)benzo[d][1,2,3]triazin-4(3H)-one